isonicotinamide C(C1=CC=NC=C1)(=O)N